C(C1=CC=CC=C1)OCCCCCOC=1C=CC=2N(C1)C(N(N2)C2C(NC(CC2)=O)=O)=O 3-(6-(5-(benzyloxy)pentoxy)-3-oxo-[1,2,4]triazolo[4,3-a]pyridin-2(3H)-yl)piperidine-2,6-dione